ClC(C1=NC(=NO1)C1=CC(=C(CP(NC2=CC=C(C=C2)C(F)(F)F)(=O)C)C=C1)F)(F)F P-(4-(5-(chlorodifluoromethyl)-1,2,4-oxadiazol-3-yl)-2-fluorobenzyl)-P-methyl-N-(4-(trifluoromethyl)phenyl)phosphinic amide